5-bromo-2-(2-methyl-3-(naphthalen-2-yl)acrylamido)benzoic acid BrC=1C=CC(=C(C(=O)O)C1)NC(C(=CC1=CC2=CC=CC=C2C=C1)C)=O